C(C1=CC=CC=C1)OC(C=C1CN(C1)C(=O)OC(C)(C)C)=O tert-butyl 3-(2-(benzyloxy)-2-oxoethylidene)azetidine-1-carboxylate